NCCCOC1=C(C=C(C=C1)F)N(C(OC1=CC=CC=C1)=O)C phenyl 2-(3-aminopropoxy)-5-fluorophenyl(methyl)carbamate